1-octyl-2-methyl-3-ethylpyridinium C(CCCCCCC)[N+]1=C(C(=CC=C1)CC)C